4,4-Difluoro-N-((5-fluoro-2,3-dihydrobenzofuran-6-yl)methyl)cyclohexan-1-amine FC1(CCC(CC1)NCC1=CC2=C(CCO2)C=C1F)F